[Po]=[PoH][Po][Po][Po][PoH] Hexapolen